6-bromo-7-methoxy-3,4-dihydroisoquinoline-2(1H)-carbaldehyde BrC=1C=C2CCN(CC2=CC1OC)C=O